(S)-7-(2-isopropyl-6-methyl-4-(methylthio)pyridin-3-yl)-4-(2-methylpiperazin-1-yl)pyrido[2,3-d]pyrimidin-2(1H)-one C(C)(C)C1=NC(=CC(=C1C=1C=CC2=C(NC(N=C2N2[C@H](CNCC2)C)=O)N1)SC)C